C(N)(=O)C1=CC=CC=2NC(=NC21)C2=CC=C(C(=O)N1CCN(CC1)C1=NC=C(C=N1)C(=O)OC)C=C2 methyl 2-(4-(4-(4-carbamoyl-1H-benzo[d]imidazol-2-yl)benzoyl)piperazin-1-yl)pyrimidine-5-carboxylate